dimethyl 5-bromoisophthalate BrC=1C=C(C=C(C(=O)OC)C1)C(=O)OC